N-(3-((3-((2-(4-methoxyphenyl)quinolin-4-yl)amino)propyl)amino)propyl)methanesulfonamide hydrochloride Cl.COC1=CC=C(C=C1)C1=NC2=CC=CC=C2C(=C1)NCCCNCCCNS(=O)(=O)C